6,7-dimethoxy-2-(prop-1-en-2-yl)-N-(1-(3,4,5-trimethoxyphenyl)-1H-imidazol-4-yl)quinazolin-4-amine COC=1C=C2C(=NC(=NC2=CC1OC)C(=C)C)NC=1N=CN(C1)C1=CC(=C(C(=C1)OC)OC)OC